[Re].ClC1=C(C(=C(C=C1)P(C(=O)P(C1=CC=CC=C1)(C1=CC=CC=C1)C1=CC=CC=C1)(C1=CC=CC=C1)C1=CC=CC=C1)Cl)Cl trichlorocarbonyl-bis(triphenylphosphine) rhenium